B=1OC=C2C1C=CC=C2 Benzo[c][1,2]oxaborole